2-((S)-4-((R)-4-chloro-3-methyl-2'-((tetrahydro-1H-pyrrolizin-7a(5H)-yl)methoxy)-5',8'-dihydro-6'H-spiro[indene-1,7'-quinazolin]-4'-yl)-1-(2-fluoroacryloyl)piperazin-2-yl)acetonitrile ClC1=C2C(=C[C@]3(CCC=4C(=NC(=NC4C3)OCC34CCCN4CCC3)N3C[C@@H](N(CC3)C(C(=C)F)=O)CC#N)C2=CC=C1)C